COC(=O)C1C2CCC(CC1C1=CC=C(C=C1)OC)N2C(=O)OC(C)(C)C (+/-)-endo-trans-3-(4-methoxyphenyl)-8-azabicyclo[3.2.1]octane-2,8-dicarboxylic acid 8-tert-butyl 2-methyl ester